FC1=CC=C(C=C1)C(C(O)C1=CC=C(C=C1)F)=O 1,2-bis(4-fluorophenyl)-2-hydroxyethan-1-one